3,4-dimethoxy-1-vinylbenzene COC=1C=C(C=CC1OC)C=C